C(CCCCCCCCCCCCCCC(C)C)(=O)O.C(CCCCCCCCCCCCCCC(C)C)(=O)O.C(CCCCCCCCCCCCCCC(C)C)(=O)O.C(CCCCCCCCCCCCCCC(C)C)(=O)O.OCC(O)CO.OCC(O)CO diglycerin tetraisostearate